(E)-butyl(2,5-dimethoxy-4-(2-nitrobut-1-en-1-yl)phenyl)sulfane C(CCC)SC1=C(C=C(C(=C1)OC)\C=C(/CC)\[N+](=O)[O-])OC